ClC=1C=C(C=C(C1)C(C)C)CC(=O)Cl 2-[3-chloro-5-(propan-2-yl)phenyl]Acetyl chloride